ClC1=CC(=C(C=C1F)[C@@H](CC1=NC(=NC(=N1)N[C@@H](CO)CC(C)C)NS(=O)(=O)C)C)F |o1:8| N-(4-((R*)-2-(4-Chloro-2,5-difluorophenyl)propyl)-6-(((R)-1-hydroxy-4-methylpentan-2-yl)amino)-1,3,5-triazin-2-yl)methanesulfonamide